cyanuric acid monosodium salt [Na].N1C(=O)NC(=O)NC1=O